C[C@@H]1N(C[C@H](N(C1)C(C)C=1C=CC=2N(C1)N=C(N2)C)C)C=2C=1C(N(C(C2)=O)C)=CN(N1)CC#N 2-(7-((2S,5R)-2,5-dimethyl-4-(1-(2-methyl-[1,2,4]triazolo[1,5-a]pyridin-6-yl)ethyl)piperazin-1-yl)-4-methyl-5-oxo-4,5-dihydro-2H-pyrazolo[4,3-b]pyridin-2-yl)acetonitrile